NC=1C=C2C(=CC(N(C2=CC1)C)=O)N[C@@H](C(=O)NC1CCC(CC1)OC)C (R)-2-((6-amino-1-methyl-2-oxo-1,2-dihydroquinolin-4-yl)amino)-N-(4-methoxycyclohexyl)propanamide